ethyl (S)-2-((tert-butoxycarbonyl)amino)-3-(4-hydroxycyclohexyl)propanoate C(C)(C)(C)OC(=O)N[C@H](C(=O)OCC)CC1CCC(CC1)O